C(=O)C1=CC=C(C=C1)C(=C(C#N)C#N)O 2-[(4-formylphenyl)-hydroxy-methylene]malononitrile